CC1=C(C=C(C=C1)NC(OCC1=C(C=C(C=C1)OC)OC)=O)NC1=NC=CC(=N1)C=1C=NC=CC1 2,4-dimethoxybenzyl (4-methyl-3-((4-(pyridin-3-yl)pyrimidin-2-yl)amino) phenyl)carbamate